COC(=O)N1CC(C1)(C1=C(C=CC=C1)C(C)C)C(NC=1C=NC(=CC1OC)Cl)=O.FC1=C(C(=C(C(=C1[B-](C1=C(C(=C(C(=C1F)F)F)F)F)(C1=C(C(=C(C(=C1F)F)F)F)F)C1=C(C(=C(C(=C1F)F)F)F)F)F)F)F)F.C[NH+](C)C1CCCCC1 N,N-dimethylcyclohexylammonium tetrakis(pentafluorophenyl)borate methyl-3-((6-chloro-4-methoxypyridin-3-yl)carbamoyl)-3-(2-isopropylphenyl)azetidine-1-carboxylate